CC1=C(C=CC=C1C(F)(F)F)[C@@H](C)NC1=CC=NC2=CC=C(C=C12)N1CC=2N(CC1)C(=NN2)C (R)-N-(1-(2-methyl-3-(trifluoromethyl)phenyl)ethyl)-6-(3-methyl-5,6-dihydro-[1,2,4]triazolo[4,3-a]pyrazin-7(8H)-yl)quinolin-4-amine